O1CC(C1)S(=O)(=O)C1=CC=C(C=C1)CO (4-(Oxetan-3-ylsulfonyl)-phenyl)methanol